OCCOC1CCN(CC1)C(=O)C=1C2=C(N(N1)CC(=O)N1[C@H](C[C@@H](CC1)OC1=C(C=CC=C1)C)C)CCC2 2-(3-(4-(2-hydroxyethoxy)piperidine-1-carbonyl)-5,6-dihydrocyclopenta[c]pyrazol-1(4H)-yl)-1-((2S,4R)-2-methyl-4-(o-tolyloxy)piperidin-1-yl)ethanone